1-(5-chloro-1H-indol-3-yl)-3-(5-chloro-6-(4,4-difluoropiperidin-1-yl)pyridin-3-yl)urea ClC=1C=C2C(=CNC2=CC1)NC(=O)NC=1C=NC(=C(C1)Cl)N1CCC(CC1)(F)F